(3-(ethoxycarbonyl)phenyl)-5-methyl-2,4-dioxo-1,2,3,4-tetrahydrothiophene C(C)OC(=O)C=1C=C(C=CC1)C1C(SC(C1=O)C)=O